ClC=1C(=C(C(=O)OC)C=C(C1)C(C)(C)C1=CC=C(C=C1)OCC1=NC(=NC=C1)S(=O)(=O)C)OCCCl methyl 3-chloro-2-(2-chloroethoxy)-5-(2-(4-((2-(methylsulfonyl)pyrimidin-4-yl)methoxy)phenyl)propan-2-yl)benzoate